FC1=C(C=C2CCC(C2=C1)(C)C)C(=O)N 6-fluoro-1,1-dimethyl-2,3-dihydro-1H-indene-5-carboxamide